(Z)-N-(4-styrylphenyl)-3-(4,4,5,5-tetramethyl-1,3,2-dioxaborolan-2-yl)benzamide C(=C/C1=CC=CC=C1)/C1=CC=C(C=C1)NC(C1=CC(=CC=C1)B1OC(C(O1)(C)C)(C)C)=O